ClC1=C2C=C(NC2=CC=C1Cl)C(=O)N1C[C@@H](CC1)CN(C)C (4,5-dichloro-1H-indol-2-yl)-[(3S)-3-[(dimethylamino)methyl]pyrrolidin-1-yl]methanone